FC=1C=2N(C=CC1)N=C(C2)[C@@H]2N(CCC1=C2N=CN1)C=1N=CC(=NC1)C(=O)NC1=CC=C(C=C1)O (R)-5-(4-(4-fluoropyrazolo[1,5-a]pyridin-2-yl)-1,4,6,7-tetrahydro-5H-imidazo[4,5-c]pyridin-5-yl)-N-(4-hydroxyphenyl)pyrazine-2-carboxamide